(6R,9S)-6,23-diamino-9-((4-((6-amino-2-(butylamino)-8-hydroxy-9H-purin-9-yl) methyl)benzoyloxy)methyl)-7,10-dioxo-4-thia-8,11,15,20-tetraazatricosane-1,2-diyl dipalmitate C(CCCCCCCCCCCCCCC)(=O)OCC(CSC[C@@H](C(N[C@H](C(NCCCNCCCCNCCCN)=O)COC(C1=CC=C(C=C1)CN1C2=NC(=NC(=C2N=C1O)N)NCCCC)=O)=O)N)OC(CCCCCCCCCCCCCCC)=O